methyl 3-(N-methyl-2-(2,2,7-trifluoro-3-oxo-6-(2,3,4,6-tetrafluorophenyl)-2,3-dihydro-4H-benzo[b][1,4]oxazin-4-yl)acetamido)propanoate CN(C(CN1C2=C(OC(C1=O)(F)F)C=C(C(=C2)C2=C(C(=C(C=C2F)F)F)F)F)=O)CCC(=O)OC